FC=1C=C(C=CC1)[C@H]1N(CCC(C1)NC)C(=O)OC(C)(C)C tert-Butyl (2S)-2-(3-fluorophenyl)-4-(methylamino)piperidine-1-carboxylate